2-((3-chloro-1-(2,6-difluorophenyl)-1,2-dihydro-6-methyl-2-oxopyridin-4-yloxy)methyl)-5-fluorobenzyl-carbamic acid prop-2-ynyl ester C(C#C)OC(NCC1=C(C=CC(=C1)F)COC1=C(C(N(C(=C1)C)C1=C(C=CC=C1F)F)=O)Cl)=O